(4-fluoro-3-(2-methoxyethoxy)phenyl)methylamine FC1=C(C=C(C=C1)CN)OCCOC